1-(4-(trifluoromethyl)phenyl)pyrrolidin-3-ol FC(C1=CC=C(C=C1)N1CC(CC1)O)(F)F